nitrothiosulfate [N+](=O)([O-])S=S(=O)([O-])[O-]